ClC=1C(=NC(=NC1)NC1CCOCC1)C1=CC=C2CN(C(C2=C1)=O)CC(=O)NC1CCC2=CC(=CC=C12)F 2-(6-{5-chloro-2-[(oxan-4-yl)amino]pyrimidin-4-yl}-1-oxo-2,3-dihydro-1H-isoindol-2-yl)-N-(5-fluoro-2,3-dihydro-1H-inden-1-yl)acetamide